FC=1C=C(C(=NC1)O[C@H](CCNC(OC(C)(C)C)=O)C)[C@@H]1N(CCC1)C1=NC=2N(CC1)N=CC2[N+](=O)[O-] tert-Butyl ((S)-3-((5-fluoro-3-((R)-1-(3-nitro-6,7-dihydropyrazolo[1,5-a]pyrimidin-5-yl)pyrrolidin-2-yl)pyridin-2-yl)oxy)butyl)carbamate